3-[3-[[5-(trifluoromethyl)-2-pyridyl]oxymethyl]-1-bicyclo[1.1.1]pentanyl]azetidine-1-carboxylic acid tert-butyl ester C(C)(C)(C)OC(=O)N1CC(C1)C12CC(C1)(C2)COC2=NC=C(C=C2)C(F)(F)F